6-(4-((1s,4s)-bicyclo[2.2.2]octan-2-yl)phenoxy)nicotinamide C12C(CC(CC1)CC2)C2=CC=C(OC1=NC=C(C(=O)N)C=C1)C=C2